2-(((1R)-1-(2-(decahydro-2H-cycloocta[c]pyrrol-2-yl)-3,7-dimethyl-4-oxo-4H-pyrido[1,2-a]pyrimidin-9-yl)ethyl)amino)benzoic acid C1N(CC2C1CCCCCC2)C=2N=C1N(C(C2C)=O)C=C(C=C1[C@@H](C)NC1=C(C(=O)O)C=CC=C1)C